(hydroxyethyl)-3-methylimidazole OCCC1=NC=CN1C